N1(CCNCC1)C=1C=CC(=NC1)NC=1C2=C(C(=NC1)C1CCOCC1)CNC2=O 7-[(5-piperazin-1-yl-2-pyridyl)amino]-4-tetrahydropyran-4-yl-2,3-dihydropyrrolo[3,4-c]pyridin-1-one